1-(2,6-bis((triisopropylsilyl)ethynyl)phenyl)ethane-1-amine C(C)(C)[Si](C(C)C)(C(C)C)C#CC1=C(C(=CC=C1)C#C[Si](C(C)C)(C(C)C)C(C)C)C(C)N